3-[3-(2,6-Dimethyl-piperidin-1-yl)-propyl]-4-oxo-10-oxa-3-aza-tricyclo[5.2.1.0*1,5*]dec-8-ene-6-carboxylic acid CC1N(C(CCC1)C)CCCN1CC23C(C1=O)C(C(C=C2)O3)C(=O)O